N-(1-ethyl-azetidin-3-yl)-3-((4-ethynyl-2-fluorophenyl)amino)-5-fluoroisonicotinamide C(C)N1CC(C1)NC(C1=C(C=NC=C1F)NC1=C(C=C(C=C1)C#C)F)=O